2,2-di(t-amyl-peroxy)butane C(C)(C)(CC)OOC(C)(CC)OOC(C)(C)CC